bismuth selenium [Se].[Bi]